3-methylsulfonyl-4-methyl-4H-1,2,4-triazole CS(=O)(=O)C1=NN=CN1C